C(C)(C)(C)C1=CC=C(C=NO)C=C1 4-t-butylbenzaldehyde oxime